C1(CC1)N1N=CC2=C1N(C(C(=C2)C2=CC1=CN(N=C1C=C2)C)=O)C2=CC=C(C=C2)OC(F)F 1-(cyclopropyl)-7-(4-(difluoromethoxy)phenyl)-5-(2-methyl-2H-indazol-5-yl)-1,7-dihydro-6H-pyrazolo[3,4-b]pyridin-6-one